(R)-6-(1-(6-(trifluoromethyl)pyridin-3-yl)pyrrolidin-3-yl)-2-thia-6-azaspiro[3.4]octane 2,2-dioxide FC(C1=CC=C(C=N1)N1C[C@@H](CC1)N1CC2(CS(C2)(=O)=O)CC1)(F)F